2'-chloro-N-(5-(5-cyano-3-methylpicolinoyl)-5,6-dihydro-4H-pyrrolo[3,4-d]thiazol-2-yl)-5'-methoxy-6-methyl-[4,4'-bipyridine]-3-carboxamide ClC1=NC=C(C(=C1)C1=C(C=NC(=C1)C)C(=O)NC=1SC2=C(N1)CN(C2)C(C2=NC=C(C=C2C)C#N)=O)OC